C(N)(=O)C=1C(=NC(=C(N1)CC)Cl)NC=1C=C(CCNC([C@H](C)N(C(OC(C)(C)C)=O)C)=O)C=C(C1)OC tert-butyl (S)-(1-((3-((3-carbamoyl-6-chloro-5-ethylpyrazin-2-yl)amino)-5-methoxyphenethyl)amino)-1-oxopropan-2-yl)(methyl)carbamate